CC1=CC=C(C=C1)OC(=O)C1=C(N=NS1)CC1=CC=CC=C1 4-benzyl-1,2,3-thiadiazole-5-carboxylic acid 4-methylphenyl ester